ethyl 4-bromo-6-methyl-1,7-naphthyridine-3-carboxylate BrC1=C(C=NC2=CN=C(C=C12)C)C(=O)OCC